4-amino-N-((4S)-7-methoxy-3,4-dihydro-1H-2-benzopyran-4-yl)-N-methyl-1,3-dihydrofuro[3,4-c][1,7]naphthyridine-8-carboxamide NC1=NC=2C=NC(=CC2C2=C1COC2)C(=O)N(C)[C@@H]2COCC1=C2C=CC(=C1)OC